ClC=1SC(=CN1)[C@H]1CSC=2N1C(C(=C[N+]2C)C2=CC=CC=C2)=O (3R)-3-(2-Chlorothiazol-5-yl)-8-methyl-5-oxo-6-phenyl-2,3-dihydrothiazolo[3,2-a]pyrimidin-8-ium